(1R)-1-[2-[[6-(oxetan-3-ylmethyl)-7,8-dihydro-5H-1,6-naphthyridin-2-yl]amino]-8-piperidin-1-ylpyrido[3,4-d]pyrimidin-6-yl]ethanol O1CC(C1)CN1CC=2C=CC(=NC2CC1)NC=1N=CC2=C(N1)C(=NC(=C2)[C@@H](C)O)N2CCCCC2